C[Sn](C=1[Se]C(=CC1)[Sn](C)(C)C)(C)C 2,5-Ditrimethylstannylselenophene